2-(3-((((6aS)-5-((Allyloxy)carbonyl)-2,6-dimethoxy-8-(4-(N-methylsulfamoyl)phenyl)-12-oxo-5,6,6a,7,10,12-hexahydrobenzo[e]pyrido[1,2-a][1,4]diazepin-3-yl)oxy)methyl)phenyl)acetic acid C(C=C)OC(=O)N1C([C@H]2N(C(C3=C1C=C(C(=C3)OC)OCC=3C=C(C=CC3)CC(=O)O)=O)CC=C(C2)C2=CC=C(C=C2)S(NC)(=O)=O)OC